C(#N)[C@@H](C[C@H]1C(NCC1)=O)NC(=O)[C@@H]1N([C@@H]2CC([C@H]1CC2)(F)F)C(=O)C=2C=CC=C1C=C(NC21)C (1S,3R,4S)-N-((R)-1-cyano-2-((S)-2-oxopyrrolidin-3-yl)ethyl)-5,5-difluoro-2-(2-methyl-1H-indole-7-carbonyl)-2-azabicyclo[2.2.2]octane-3-carboxamide